4-(tert-butyl)-4-hydroxy-3,4-dihydro-1H,6H-pyrano[4,3-b]thieno[3,2-d]pyran-6-one C(C)(C)(C)C1(COCC2=C1OC(C1=C2C=CS1)=O)O